2-[(5-bromopyrazolo[3,4-b]pyridin-1-yl)methoxy]ethyl-trimethyl-silane BrC=1C=C2C(=NC1)N(N=C2)COCC[Si](C)(C)C